C(C)(C)(C)OC(=O)NC1CCC(CC1)NC1=C(N=NC(=C1)Cl)C(=O)OC methyl 4-((1r,4r)-4-(tert-butoxycarbonylamino)cyclohexylamino)-6-chloropyridazine-3-carboxylate